2-(p-methoxyphenyl)-4,5-diphenyl-imidazole COC1=CC=C(C=C1)C=1NC(=C(N1)C1=CC=CC=C1)C1=CC=CC=C1